(1S,2R)-1-(ethylamino)-2,3-dihydro-1H-inden C(C)N[C@H]1CCC2=CC=CC=C12